3-(pyridin-4-yl)hexan-3-ol N1=CC=C(C=C1)C(CC)(CCC)O